COC(=O)[C@H]1N(C[C@@H](C1)O)C([C@H](C(C)(C)C)NC(=O)OC(C)(C)C)=O (2S,4R)-1-{(2S)-2-[(tert-Butoxycarbonyl)amino]-3,3-dimethylbutyryl}-4-hydroxypyrrolidine-2-carboxylic acid methyl ester